C(CC)OC(=O)C1C2C3C4C=CC(C3C(C1)C2)C4 8-n-propyloxycarbonyltetracyclo[4.4.0.12,5.17,10]-3-dodecene